(3S)-1-[2-chloro-5-[6-[[3-(dimethylamino)pyrrolidin-1-yl]methyl]-3-pyridyl]-4-pyridyl]piperidin-3-ol ClC1=NC=C(C(=C1)N1C[C@H](CCC1)O)C=1C=NC(=CC1)CN1CC(CC1)N(C)C